C(C1=CC=CC=C1)(=O)NC=1C=2N=CN([C@H]3[C@](O)([C@H](O)[C@@H](C[NH-])O3)OC)C2N=CN1 N6-benzoyl-2'-methoxy-adenosylamide